C(#N)C1=CC=2C3=C(C=NC2C=C1)N=C(N3[C@H]3C[C@H](OCC3)C)CN3C(C(=CC=C3)C(=O)O)=O 1-({8-cyano-1-[(2R,4R)-2-methyl-oxan-4-yl]-1H-imidazo[4,5-C]quinolin-2-yl}methyl)-2-oxo-1,2-dihydropyridine-3-carboxylic acid